C1(=CC=C(C=C1)OC[C@@H](N)C(=O)O)C O-(4-tolyl)-D-serine